[Se]=[Te].[Cd] cadmium selenotelluride